(pyrimidin-4-ylmethyl)carbamate N1=CN=C(C=C1)CNC([O-])=O